5-chloro-N2-(1-methylpiperidin-4-yl)pyrido[2,3-d]pyrimidine-2,4-diamine ClC1=CC=NC=2N=C(N=C(C21)N)NC2CCN(CC2)C